4-cyclopropyl-1H-pyrrolo[2,3-b]pyridine-2-carbonyl chloride C1(CC1)C1=C2C(=NC=C1)NC(=C2)C(=O)Cl